COS(=O)(=O)C1=C(C=C(C=C1)C)[C@@H]1CC[C@H](CC1)NC(=O)OC(C)(C)C trans-(4-((tert-butoxycarbonyl)amino)cyclohexyl)4-methylbenzenesulfonic acid methyl ester